(3aR,11aS)-5-(4-amino-3-fluorobenzyl)-6-chloro-10-methyl-1-(6-methyl-4-(trifluoromethyl)pyridin-2-yl)-1,3a,4,5,10,11a-hexahydro-2H-benzo[b]pyrrolo[2,3-f][1,4]diazocine-2,11(3H)-dione NC1=C(C=C(CN2C3=C(N(C([C@@H]4[C@@H](C2)CC(N4C4=NC(=CC(=C4)C(F)(F)F)C)=O)=O)C)C=CC=C3Cl)C=C1)F